NC1=NC=CC=C1C1=NC=2C(=NC(=CC2)C2=CC(=CC=C2)Cl)N1C1=CC=C(CN2CCC(CC2)NC2=NC=CC(=N2)C#N)C=C1 2-((1-(4-(2-(2-Aminopyridin-3-yl)-5-(3-chlorophenyl)-3H-imidazo[4,5-b]pyridin-3-yl)benzyl)piperidin-4-yl)amino)pyrimidine-4-carbonitrile